4-Toluenesulfonic anhydride CC1=CC=C(C=C1)S(=O)(=O)OS(=O)(=O)C1=CC=C(C)C=C1